N-(6-((5-bromo-2-((2-methoxy-5-(1-methyl-1H-pyrazol-4-yl)-4-(4-(1-methylpiperidin-4-yl)piperazin-1-yl)phenyl)amino)pyrimidin-4-yl)amino)quinoxalin-5-yl)methanesulfonamide BrC=1C(=NC(=NC1)NC1=C(C=C(C(=C1)C=1C=NN(C1)C)N1CCN(CC1)C1CCN(CC1)C)OC)NC=1C(=C2N=CC=NC2=CC1)NS(=O)(=O)C